1-((2-(trimethylsilyl)ethoxy)methyl)-4,6-dihydropyrrolo[3,4-d]imidazol-5(1H)-carboxylate C[Si](CCOCN1C=NC2=C1CN(C2)C(=O)[O-])(C)C